(2-aminopyrimidin-5-yl)acetic acid tert-butyl ester C(C)(C)(C)OC(CC=1C=NC(=NC1)N)=O